C(CCCCCCCCCCCC)(=O)OCC(OC(CCCCCCCCCCCCCCC)=O)COP(=O)(O)OC[C@H](N)C(=O)O 1-tridecanoyl-2-hexadecanoyl-glycero-3-phosphoserine